11-(piperidin-1-yl)undecanamide N1(CCCCC1)CCCCCCCCCCC(=O)N